Methyl 4-ethenyl-2-(2-fluoro-4-methylphenyl)-5-[1-(phenylsulfonyl)-1H-pyrrolo[2,3-b]pyridin-4-yl]-1-{[2-(trimethylsilyl)ethoxy]methyl}-1H-pyrrole-3-carboxylate C(=C)C=1C(=C(N(C1C1=C2C(=NC=C1)N(C=C2)S(=O)(=O)C2=CC=CC=C2)COCC[Si](C)(C)C)C2=C(C=C(C=C2)C)F)C(=O)OC